2-(2-((5-(3-(aminomethyl)phenyl)-7-(2-morpholinoethoxy)benzofuran-3-yl)methoxy)phenyl)acetic acid NCC=1C=C(C=CC1)C=1C=C(C2=C(C(=CO2)COC2=C(C=CC=C2)CC(=O)O)C1)OCCN1CCOCC1